1-((1E,3E)-5,5-diethoxy-2-methylpenta-1,3-dien-1-yl)-4-methylbenzene-13C C(C)OC(/C=C/C(=C/[13C]1=CC=C(C=C1)C)/C)OCC